CC(C[Si](OCC)(OCC)OCC)CC(C)(C)C 2,4,4-trimethylpentyltriethoxysilane